N-(2-Bromo-4-morpholin-4-yl-6-trifluoromethyl-phenyl)-2-(3-fluoro-phenyl)-acetamide BrC1=C(C(=CC(=C1)N1CCOCC1)C(F)(F)F)NC(CC1=CC(=CC=C1)F)=O